C(CCC)OC(CCCC(=O)OCCCC)=O glutaric acid dibutylester